N-(3-(2'-fluoro-[1,1'-biphenyl]-4-yl)propyl)pyridazine-4-carboxamide FC1=C(C=CC=C1)C1=CC=C(C=C1)CCCNC(=O)C1=CN=NC=C1